(2S,3R)-2,4-Diamino-3-hydroxy-4-oxobutanoic acid N[C@H](C(=O)O)[C@H](C(=O)N)O